C(C1=CC(OC)=C(O)C=C1)OC(CCCCCCCC)=O nonanoic acid vanillyl ester